OC1(CCN(CC1)C(=O)OC(C)(C)C)C=1SC(=CC1)C(CSC1=NC(=NC2=CC=C(C=C12)OC)C)=O tert-butyl 4-hydroxy-4-[5-[2-(6-methoxy-2-methyl-quinazolin-4-yl)sulfanylacetyl]-2-thienyl]piperidine-1-carboxylate